FC1=C(C=CC(=C1)OC=1C2=C(N=CN1)N(C=C2)COCC[Si](C)(C)C)NC(OC(C)(C)C)=O tert-butyl (2-fluoro-4-((7-((2-(trimethylsilyl)ethoxy)methyl)-7H-pyrrolo[2,3-d]pyrimidin-4-yl)oxy)phenyl)carbamate